2,4,8,10-tetraoxaspiro[5.5]undecane-3,9-diylbis(2-methyl Propane-2,1-diyl)bis[3-[3-(tert-butyl)-4-hydroxy-5-methylphenyl]propanoate] C1OC(OCC12COC(OC2)C(CC(C(=O)[O-])CC2=CC(=C(C(=C2)C)O)C(C)(C)C)(C)C)C(CC(C(=O)[O-])CC2=CC(=C(C(=C2)C)O)C(C)(C)C)(C)C